Cl.CNCCC1=CC=C(C=C1)[N+](=O)[O-] N-methyl-2-(4-nitrophenyl)ethan-1-amine hydrochloride